CC(C(=O)OCC(COC(C(=C)C)=O)(COC(C(=C)C)=O)CO)=C pentaerythritol tri(methyl acrylate)